3-((tert-butyldimethylsilyl)oxy)-1-(cyclopropylmethyl)-1H-pyrazole-5-carboxylic acid methyl ester COC(=O)C1=CC(=NN1CC1CC1)O[Si](C)(C)C(C)(C)C